O=C1NC(CCC1NC(C1=C(C=C(C=C1)OCCOCCOCCOCCN1[C@H](CN(CC1)C1=NC=NC(=C1)C1=NNC2=CC=C(C=C12)OC1(CC1)C)C)F)=O)=O N-(2,6-dioxopiperidin-3-yl)-2-fluoro-4-{2-[2-(2-{2-[(2S)-2-methyl-4-{6-[5-(1-methylcyclopropoxy)-1H-indazol-3-yl]pyrimidin-4-yl}piperazin-1-yl]ethoxy}ethoxy)ethoxy]ethoxy}benzamide